Benzyl (3aS,5R)-5-hydroxy-3,3a,4,5-tetrahydrocyclopenta[c]pyrrole-2(1H)-carboxylate O[C@@H]1C[C@H]2C(CN(C2)C(=O)OCC2=CC=CC=C2)=C1